1-[2-amino-6-(3,5-dimethoxy-phenyl)-pyrido(2,3-d)pyrimidin-7-yl]-3-t-butyl-urea NC=1N=CC2=C(N1)N=C(C(=C2)C2=CC(=CC(=C2)OC)OC)NC(=O)NC(C)(C)C